6-(6-Cyclopropyl-1H-pyrrolo[2,3-b]pyridin-3-yl)-1-methyl-1H-benzo[d][1,2,3]triazole C1(CC1)C1=CC=C2C(=N1)NC=C2C=2C=CC1=C(N(N=N1)C)C2